C(N1N=CC2=CC=C(C=C12)C(CCC)S(=O)(=O)N)([2H])([2H])[2H] (1-(methyl-d3)-1H-indazol-6-yl)butane-1-sulfonamide